FC(C1=NN=C2N1C=C(N=C2)C=2C=NC(=CC2)O[C@H](C(F)(F)F)C)(OC(C)C)F (S)-3-(difluoro(isopropoxy)methyl)-6-(6-((1,1,1-trifluoropropan-2-yl)oxy)pyridin-3-yl)-[1,2,4]triazolo[4,3-a]pyrazine